CN(CCOC1=C(C=CC=C1)N1C(N(C2=C1C=CC=C2)C2CCN(CC2)C(=O)N)=O)C 4-{3-[2-(dimethylamino)ethoxylphenyl]-2-oxo-2,3-dihydro-1H-1,3-benzodiazol-1-yl}piperidine-1-carboxamide